NC1=NC(=C(C(=C1C#N)C=1C=C(C=CC1)C1=C(C=CC=C1)C)C#N)C1=CC=CC=C1 2-amino-4-(2'-methyl-[1,1'-biphenyl]-3-yl)-6-phenylpyridine-3,5-dinitrile